tert-butyl (2R,6S)-4-(2-methoxy-8-((1-methyl-1H-benzo[d][1,2,3]triazol-4-yl)carbamoyl)quinazolin-5-yl)-2,6-dimethylpiperazine-1-carboxylate COC1=NC2=C(C=CC(=C2C=N1)N1C[C@H](N([C@H](C1)C)C(=O)OC(C)(C)C)C)C(NC1=CC=CC=2N(N=NC21)C)=O